dimethyl-(indenyl)isopropylidene(3-n-propyl-cyclopentadienyl)zirconium CC(C(C)=[Zr](C1C=C(C=C1)CCC)C1C=CC2=CC=CC=C12)C